(S)-2-((6-((5-chloro-3-fluorothiophen-2-yl)methoxy)-3',6'-dihydro-[2,4'-bipyridin]-1'(2'H)-yl)methyl)-1-(oxetan-2-ylmethyl)-1H-benzo[d]imidazole-6-carboxylic acid methyl ester COC(=O)C=1C=CC2=C(N(C(=N2)CN2CCC(=CC2)C2=NC(=CC=C2)OCC=2SC(=CC2F)Cl)C[C@H]2OCC2)C1